FC=1C=CC(=C2C=C(N(C12)CCNC1=CC(=NC=N1)C1=CC(=C(C=C1)CO)C)C)C (4-{6-[2-(7-Fluoro-2,4-dimethyl-indol-1-yl)-ethylamino]-pyrimidin-4-yl}-2-methyl-phenyl)-methanol